3,5-Dioxa-pimelonitrile C(COCOCC#N)#N